(R)-1'-(5-Amino-1-(2-methoxyethyl)-1H-pyrazole-4-carbonyl)-6-chloro-5-fluorospiro[benzo[d][1,3]oxazine-4,3'-piperidin]-2(1H)-one NC1=C(C=NN1CCOC)C(=O)N1C[C@@]2(CCC1)C1=C(NC(O2)=O)C=CC(=C1F)Cl